(E)-imino(pyridine-2-yl)(2-(pyridin-2-yl)vinyl)-λ6-sulfanone N=S(=O)(\C=C\C1=NC=CC=C1)C1=NC=CC=C1